C(C1C(CCCC)O1)=O 2,3-EPOXYHEPTANAL